(S)-2,4-dichloro-7-methyl-5,7-dihydrofuro[3,4-d]pyrimidine ClC=1N=C(C2=C(N1)[C@@H](OC2)C)Cl